3-(1-Isopropyl-3,3,5,7-tetramethyloctahydrobenzo[c]isoxazol-5-yl)-4-methylbenzonitril C(C)(C)N1OC(C2C1C(CC(C2)(C)C=2C=C(C#N)C=CC2C)C)(C)C